R-3-(cyclopropylamino)butyric acid ethyl ester C(C)OC(C[C@@H](C)NC1CC1)=O